C1(=CC=CC=C1)S(=O)(=O)[C@H]1CN(C[C@@H]1OCC1=CC=C(C=C1)C(F)(F)F)C(=O)OC(C)(C)C tert-butyl (3S,4S)-3-(phenylsulfonyl)-4-((4-(trifluoromethyl)benzyl)oxy)pyrrolidine-1-carboxylate